FCCN1C(=C(C2=CC(=CC=C12)OC)C=1N=C(SC1)C1=CN(C2=CC(=CC=C12)OC)CCF)C 4-(1-(2-fluoroethyl)-5-methoxy-2-methyl-1H-indol-3-yl)-2-(1-(2-fluoroethyl)-6-methoxy-1H-indol-3-yl)thiazole